(1SR,2SR)-1-(2-(1,3-dioxolan-2-yl) ethyl)-2-ethyl-4,4-dimethylcyclohexyl acetate C(C)(=O)O[C@]1([C@H](CC(CC1)(C)C)CC)CCC1OCCO1 |r|